[I-].C(C#C)[NH3+] propargylammonium iodide salt